C1=CC=CC=2NC3=C(CCC21)C=CC=C3 dibenzo[B,F]Azepane